(2s,4r)-4-[tert-butyl-(dimethyl)silyl]oxy-2-(1H-imidazol-2-yl)pyrrolidine-1-carboxylic acid tert-butyl ester C(C)(C)(C)OC(=O)N1[C@@H](C[C@H](C1)O[Si](C)(C)C(C)(C)C)C=1NC=CN1